C1(=CC=CC=C1)C(P(=O)=C1C(C=CC=C1)C=O)C1=CC=CC=C1 2-(diphenylmethyl-phosphoryl)benzene-1-carbaldehyde